N1C(=CC=C1)\C=C/1\C(C2=CC=C(C=C2CC1)OC)=O (E)-2-((1H-pyrrol-2-yl)methylene)-6-methoxy-3,4-dihydronaphthalen-1(2H)-one